tert-butyl ((5-(2-(trifluoromethyl)pyridin-4-yl)-1,2,3,4-tetrahydronaphthalen-1-yl)methyl)carbamate FC(C1=NC=CC(=C1)C1=C2CCCC(C2=CC=C1)CNC(OC(C)(C)C)=O)(F)F